(R)-1-(3-((2-(2-(benzyloxy)-4,6-dihydroxybenzoyl)-1,2,3,4-tetrahydroisoquinolin-8-yl)amino)piperidin-1-yl)ethan-1-one C(C1=CC=CC=C1)OC1=C(C(=O)N2CC3=C(C=CC=C3CC2)N[C@H]2CN(CCC2)C(C)=O)C(=CC(=C1)O)O